(bromomethyl)benzenesulfonyl chloride BrCC1=C(C=CC=C1)S(=O)(=O)Cl